5-ETHYL-3-METHYL-1H-INDAZOL-4-AMINE C(C)C1=C(C=2C(=NNC2C=C1)C)N